1,3-diphenyldithiol C1(=CC=CC=C1)S1SC(C=C1)C1=CC=CC=C1